2-(tetrahydro-2H-thiopyran-4-yl)thiazole S1CCC(CC1)C=1SC=CN1